CN(CCN(C1=C(C=C(C(=C1)OC)NC1=NC=CC(=N1)C1=CN(C2=CC=CC=C12)C1CC1)NC(\C=C/C=C)=O)C)C N-{2-(2-dimethylaminoethyl-methylamino)-4-methoxy-5-{[4-(1-cyclopropylindol-3-yl)pyrimidin-2-yl]amino}phenyl}-cis-2,4-pentadienamide